methyl 3,5-dihexylbenzoate Methyl-3,5-bis(hex-1-yn-1-yl)benzoate COC(C1=CC(=CC(=C1)C#CCCCC)C#CCCCC)=O.C(CCCCC)C=1C=C(C(=O)OC)C=C(C1)CCCCCC